3-(trifluoromethyl)-2,3-dihydrofuran-2-amine FC(C1C(OC=C1)N)(F)F